BrC1=C2C=CC=CC2=C(C2=CC=CC=C12)C1=CC2=C(C3=C(O2)C=CC(=C3)Cl)C=C1 7-(10-bromoanthracen-9-yl)-2-chlorodibenzofuran